(S)-2-((((9H-fluoren-9-yl)methoxy)carbonyl)amino)-3-(quinazolin-6-yl)propanoic acid C1=CC=CC=2C3=CC=CC=C3C(C12)COC(=O)N[C@H](C(=O)O)CC=1C=C2C=NC=NC2=CC1